7-methoxy-6-(2-methoxyethoxy)quinazoline-2-carboxylic acid COC1=C(C=C2C=NC(=NC2=C1)C(=O)O)OCCOC